C(C)(C)(C)OC(N[C@H]1CC=2C(=CSC2)CC1)=O.C(C)(C)(C)C1=C(C=CC(=C1)C(C)(C)C)OP(OC1=C(C=C(C=C1)C(C)(C)C)C(C)(C)C)OC1=C(C=C(C=C1)C(C)(C)C)C(C)(C)C.COC1=C(C(=O)NCC2CCNCC2)C=CC=N1 |r| 2-methoxy-N-(piperidin-4-ylmethyl)nicotinamide tris(2,4-di-t-butylphenyl)phosphite racemic-tert-butyl-N-(4,5,6,7-tetrahydro-2-benzothiophen-5-yl)carbamate